(4,6-difluoro-1,3-phenylene)bis(trimethylsilane) FC1=C(C=C(C(=C1)F)[Si](C)(C)C)[Si](C)(C)C